2-(4-bromophenoxy)-5-(2,6-dichlorophenyl)-6H-pyrimido[1,6-b]pyridazin-6-one BrC1=CC=C(OC=2C=CC=3N(N2)C=NC(C3C3=C(C=CC=C3Cl)Cl)=O)C=C1